Cis-2-cyclohexylchromane-3,5,7-triol C1(CCCCC1)[C@@H]1OC=2C=C(C=C(C2C[C@@H]1O)O)O